6-chloro-2-(2-methoxy-5-pyridyl)-N-(4-methylphenyl)-5-(trifluoromethyl)-4-pyrimidinamine ClC1=C(C(=NC(=N1)C=1C=CC(=NC1)OC)NC1=CC=C(C=C1)C)C(F)(F)F